C(C1=CC=CC=C1)N1CC(N(CC1)C1=C(C=CC=C1)/C=C/C(=O)NO)=O (E)-3-(2-(4-benzyl-2-oxopiperazin-1-yl)phenyl)-N-hydroxyacrylamide